C(C)C1=C(C(=O)OS(=O)(=O)OC(C2=C(C=CC=C2)CC)=O)C=CC=C1 4'-sulfonyl di(ethyl benzoate)